BrCC1=CC(=NN1CC(C)O)[N+](=O)[O-] 1-(5-(Bromomethyl)-3-nitro-1H-pyrazol-1-yl)propan-2-ol